C(#N)CCNC1=NC(=CC(=C1)C=1C=C(C#N)C=CC1C1=NN=CN1C)N1C(C2=CC(=CC(=C2C1)C(F)(F)F)CNCCOC)=O 3-{2-[(2-cyanoethyl)amino]-6-(6-{[(2-methoxyethyl)amino]methyl}-1-oxo-4-(trifluoromethyl)-3H-isoindol-2-yl)pyridin-4-yl}-4-(4-methyl-1,2,4-triazol-3-yl)benzonitrile